C(C1=CC=CC=C1)OC1CCC(C(C1OCC1=CC=CC=C1)OCC1=CC=CC=C1)O 4,5,6-tris(benzyloxy)cyclohexane-1-ol